3-(3-(methoxycarbonyl)-4-methylphenyl)-6-azabicyclo[3.1.1]heptane-6-carboxylic acid tert-butyl ester C(C)(C)(C)OC(=O)N1C2CC(CC1C2)C2=CC(=C(C=C2)C)C(=O)OC